FC=1C=CC(=C(C1)C(CN1C(N(C(C(=C1)/C(/C)=N/OC(C)C)=O)N(C(=O)C=1N=CSC1)C)=O)O)OC (E)-N-(3-(2-(5-fluoro-2-methoxyphenyl)-2-hydroxyethyl)-5-(1-(isopropoxyimino)ethyl)-2,6-dioxo-3,6-dihydropyrimidin-1(2H)-yl)-N-methylthiazole-4-carboxamide